COC1=CC=C(C(=O)NC=2C=CC3=C(N=C(O3)C3=CC(=CC=C3)C)C2)C=C1 4-Methoxy-N-[2-(3-methylphenyl)-1,3-benzoxazol-5-yl]benzamide